tungsten-yttrium oxide [O-2].[Y+3].[W+4]